NC=1C(=C2C(=NC1)N(C=C2Br)S(=O)(=O)C2=CC=CC=C2)NC2CCC(CC2)(C)NC(OC(C)(C)C)=O tert-Butyl ((1s,4s)-4-((5-amino-3-bromo-1-(phenylsulfonyl)-1H-pyrrolo[2,3-b]pyridin-4-yl)amino)-1-methylcyclohexyl)carbamate